9-oxatricyclo[4.2.1.02,5]nonane-3,4,7,8-tetracarboxylic acid C12C3C(C(C3C(C(C1C(=O)O)C(=O)O)O2)C(=O)O)C(=O)O